NC1=C2N=C(N(C2=NC=N1)CCC(=O)NC(C)(C)C)SC=1C=C2C(CCC2=CC1I)=O 3-[6-Amino-8-(6-iodo-3-oxo-indan-5-ylsulfanyl)-purin-9-yl]-N-tert-butyl-propionamide